(3R,5R,8R,9R,10S,13R,14S,17R)-17-(2-hydroxypropyl)-3,13-dimethylhexadecahydro-1H-cyclopenta[a]phenanthren-3-ol OC(C[C@H]1CC[C@H]2[C@@H]3CC[C@@H]4C[C@@](CC[C@@H]4[C@H]3CC[C@]12C)(O)C)C